Methyl 4-{2-chloro-9-[(3S)-1-(2,2-dimethylpropyl)-3-piperidinyl]-6-methyl-8-oxo-8,9-dihydro-7H-purine-7-yl}benzoate ClC1=NC(=C2N(C(N(C2=N1)[C@@H]1CN(CCC1)CC(C)(C)C)=O)C1=CC=C(C(=O)OC)C=C1)C